boron trifluoride pyrophosphate boron trifluoride B(F)(F)F.OP(O)(=O)OP(=O)(O)O.B(F)(F)F